[BH4-].[Zn+2].[BH4-] zinc borohydride